5-(difluoromethyl)-1-methyl-4-[4-{pyrazolo[1,5-a]pyridin-2-yl}-1H,4H,5H,6H,7H-imidazo[4,5-c]pyridine-5-carbonyl]-1H-pyrazole FC(C1=C(C=NN1C)C(=O)N1C(C2=C(CC1)NC=N2)C2=NN1C(C=CC=C1)=C2)F